OC[C@@H](C1=CC=C(C=C1)C1=C(N=CS1)C)NC(=O)C1NCCC1 N-((R)-2-hydroxy-1-(4-(4-methylthiazol-5-yl)phenyl)ethyl)pyrrolidine-2-carboxamide